C(CCCCC)C1C(C1CC(=O)[O-])(C)C 2-(3-hexyl-2,2-dimethylcyclopropyl)acetate